(R)-6-(4-HYDROXY-2-OXO-4-(TRIFLUORO-METHYL)PYRROLIDIN-1-YL)-N-(6-METHOXY-1-METHYL-1H-PYRAZOLO[4,3-C]PYRIDIN-7-YL)PYRIDINE-3-SULFONAMIDE O[C@@]1(CC(N(C1)C1=CC=C(C=N1)S(=O)(=O)NC=1C2=C(C=NC1OC)C=NN2C)=O)C(F)(F)F